C(C)N(C1=CC=C(C=C1)C)C=1C=C(NF)C(=CC1)C 3-[N-ethyl-N-p-tolylamino]-6-methyl-anilinofluoran